copper(II)-sulfide [Cu]=S